1-ethyl-3-methylimidazolium dicyanamide salt [N-](C#N)C#N.C(C)N1C=[N+](C=C1)C